COC1(CN(CC1)C(=O)OCC1=CC=CC=C1)C(=O)OC 1-benzyl 3-methyl 3-methoxypyrrolidine-1,3-dicarboxylate